ClCC(=O)NC=1C=C2C=CC(=NC2=CC1)C 2-chloro-N-(2-methylquinolin-6-yl)acetamide